4-chloro-2-[5-(prop-2-en-1-yl)thiophen-2-yl]benzoic acid ClC1=CC(=C(C(=O)O)C=C1)C=1SC(=CC1)CC=C